(S)-(1-(2-chloro-5,7-dihydrofuro[3,4-d]pyrimidin-4-yl)pyrrolidin-2-yl)methanol ClC=1N=C(C2=C(N1)COC2)N2[C@@H](CCC2)CO